6-{3-[4-(2-methoxyphenyl)-1-piperazinyl]propyl}amino-1,3-dimethyl-2,4(1H,3H)-pyrimidinedione COC1=C(C=CC=C1)N1CCN(CC1)CCCNC1=CC(N(C(N1C)=O)C)=O